4-(azetidin-3-ylamino)-2-fluoro-N,N-dimethylbenzamide hydrochloride Cl.N1CC(C1)NC1=CC(=C(C(=O)N(C)C)C=C1)F